4-(1-hydroxyethyl)-1H-Indole-2-carboxylic Acid OC(C)C1=C2C=C(NC2=CC=C1)C(=O)O